C1(=CC=CC=C1)NC1=CC2=CC=CC=C2C=C1 phenyl-2-naphthylamine